6-(triazol-1-yl)-2-azaspiro[3.3]heptane N1(N=NC=C1)C1CC2(CNC2)C1